C(C)[C@H]1CNCCO1 (S)-2-ethylmorpholine